C(CCCCCCCCCCCCCCCCC)(=O)OC[C@H](COP(=O)(O)OCCNC(CCOCCOCCOCCOCCOCCOCCOCCOCCOCCOCCOCCOCCOCCC(OC1=C(C(=CC(=C1F)F)F)F)=O)=O)OC(CCCCCCCCCCCCCCCCC)=O (2R)-3-((((4,46-dioxo-46-(2,3,5,6-tetrafluorophenoxy)-7,10,13,16,19,22,25,28,31,34,37,40,43-tridecaoxa-3-azahexatetracontyl)oxy) (hydroxy) phosphoryl)oxy)propane-1,2-diyl distearate